14-((tetrahydro-2H-pyran-2-yl) oxy)-3,6,9,12-tetraoxatetradecyl 4-methylbenzenesulfonate CC1=CC=C(C=C1)S(=O)(=O)OCCOCCOCCOCCOCCOC1OCCCC1